CC(CCN1N=C(C=C1)B1OC(C(O1)(C)C)(C)C)(C)C 1-(3,3-dimethylbutyl)-3-(4,4,5,5-tetramethyl-1,3,2-dioxaborolan-2-yl)pyrazole